FC(OC1=C(C=O)C=CC=C1)F 2-(difluoromethoxy)benzaldehyde